4-Chloro-7-(3-methoxy-2,6-dimethylphenyl)-2-methyl-7H-pyrrolo[2,3-d]pyrimidine-5-carbonitrile ClC=1C2=C(N=C(N1)C)N(C=C2C#N)C2=C(C(=CC=C2C)OC)C